N-(4-((1H-imidazol-1-yl)methyl)phenyl)-[2,4'-bithiazole]-2'-amine N1(C=NC=C1)CC1=CC=C(C=C1)NC=1SC=C(N1)C=1SC=CN1